BrC1=CC=C(C=C1)NC(=O)NC1CN(CCC1)C 1-(4-Bromophenyl)-3-(1-methylpiperidin-3-yl)urea